3-Bromo-1-(2,2-diethoxyethyl)-1H-pyrazole BrC1=NN(C=C1)CC(OCC)OCC